[4-(difluoromethoxy)phenyl(hydroxy)phenylmethyl]-1-ethyl-N-(1-ethyl-1H-pyrazol-4-yl)-5-methoxy-1H-imidazo[4,5-b]pyridine-6-carboxamide FC(OC1=CC=C(C=C1)C(C1=CC=CC=C1)(O)C=1N(C=2C(=NC(=C(C2)C(=O)NC=2C=NN(C2)CC)OC)N1)CC)F